N-((1,2,3,5,6,7-Hexahydro-s-indacen-4-yl)carbamoyl)-1-(1-methylpyrrolidin-2-yl)methanesulfonamide, Potassium Salt [K].C1CCC2=C(C=3CCCC3C=C12)NC(=O)NS(=O)(=O)CC1N(CCC1)C